ClC=1C(=C(C=2CCCCC2C1)[Si](C)(C)C)F (3-chloro-2-fluoro-5,6,7,8-tetrahydronaphthalen-1-yl)trimethylsilane